(S)-5'-(3-aminopyrrolidine-1-carbonyl)-3-fluoro-2'-(6-fluoro-1-methyl-1H-indazole-5-yl)-[1,1'-biphenyl] N[C@@H]1CN(CC1)C(=O)C=1C=CC(=C(C1)C1=CC(=CC=C1)F)C=1C=C2C=NN(C2=CC1F)C